C1(CC1)CNC=1N=CC2=C(N(C(C=3C=C(C=CC23)CN2CCC(CC2)C(=O)OCC)=O)[C@@H]2CC[C@H](CC2)O)N1 trans-Ethyl 1-((3-((Cyclopropylmethyl)amino)-5-(4-hydroxycyclohexyl)-6-oxo-5,6-dihydropyrimido[4,5-c]isoquinolin-8-yl)methyl)piperidine-4-carboxylate